OCCOCC(COCCO)COCCO 2,2'-((2-((2-Hydroxyethoxy)methyl)propane-1,3-diyl)bis(oxy))bis(ethan-1-ol)